N-((2-(2,6-dioxopiperidin-3-yl)-1-oxoisoindolin-5-yl)methyl)-2,2-difluoro-5-oxopentanamide O=C1NC(CCC1N1C(C2=CC=C(C=C2C1)CNC(C(CCC=O)(F)F)=O)=O)=O